5-FLUORO-1-METHYL-3-[[5-[4-(3-OXETANYL)-1-PIPERAZINYL]-2-PYRIDINYL]AMINO]-6-(1H-PYRAZOL-3-YL)-2(1H)-QUINOLINONE HYDROCHLORIDE Cl.FC1=C2C=C(C(N(C2=CC=C1C1=NNC=C1)C)=O)NC1=NC=C(C=C1)N1CCN(CC1)C1COC1